tert-butyl 4-(4-((6-(4-chlorophenyl)-8,9-dihydroimidazo[1',2':1,6]pyrido[2,3-d]pyrimidin-2-yl)amino)-3-fluorophenyl)piperazine-1-carboxylate ClC1=CC=C(C=C1)C1=CC2=C(N=C(N=C2)NC2=C(C=C(C=C2)N2CCN(CC2)C(=O)OC(C)(C)C)F)N2C1=NCC2